methoxypentanol butyl-N,N-dimethylcarbamate C(CCC)CN(C(=O)OC(CCCC)OC)C